(Z)-ethyl 3-iodoacrylate I\C=C/C(=O)OCC